3-((2-(dimethylamino)ethyl)(methyl)amino)-4-nitrobenzoic acid CN(CCN(C=1C=C(C(=O)O)C=CC1[N+](=O)[O-])C)C